ClC1=CC(=C(C(=O)O)C=C1S(=O)(=O)N1CCCCC1)NCC=1OC=CC1 4-Chloro-2-((furan-2-ylmethyl)amino)-5-(piperidin-1-ylsulfonyl)Benzoic Acid